C(C=C)[Nd](CC=C)CC=C tris-allyl-neodymium